[Mn].CN1CCN(CC1)CC1=C(C=C(C=C1)NC(=O)NC(=O)C1=CC=C2CCNC2=C1)C(F)(F)F N-((4-((4-methylpiperazin-1-yl)methyl)-3-(trifluoromethyl)phenyl)carbamoyl)indoline-6-carboxamide manganese